ClC=1C=C(C=CC1C(=O)N1CC(C1)O)NC(=O)C1=C(C(=NS1)C1=NC=CC=C1Cl)C1CC1 N-(3-CHLORO-4-(3-HYDROXYAZETIDINE-1-CARBONYL)PHENYL)-3-(3-CHLOROPYRIDIN-2-YL)-4-CYCLOPROPYL-ISOTHIAZOLE-5-CARBOXAMIDE